3-(6-ethyl-5-(1H-pyrazol-4-yl)pyridin-2-yl)-8-(2-hydroxyethyl)-1-(3-methoxybenzyl)-1,3,8-triazaspiro[4.5]decan-2-one C(C)C1=C(C=CC(=N1)N1C(N(C2(C1)CCN(CC2)CCO)CC2=CC(=CC=C2)OC)=O)C=2C=NNC2